N1(CCC1)CC=1C(=NN(C1)C1=NC(=NC=C1C)NC=1C(=CC(=C(C1)NC(C=C)=O)N1CCOCC1)OC)C(C)(C)C N-(5-(4-(4-(azetidin-1-ylmethyl)-3-tert-butyl-1H-pyrazol-1-yl)-5-methylpyrimidin-2-ylamino)-4-methoxy-2-morpholinophenyl)acrylamide